trimethylolethane trioctyl-thiopropionate C(CCCCCCC)C(CC(=S)O)(CCCCCCCC)CCCCCCCC.C(O)C(C)(CO)CO